tert-butyl 9-(4-aminophenyl)-2,9-diazaspiro[5.5]undecane-2-carboxylate NC1=CC=C(C=C1)N1CCC2(CCCN(C2)C(=O)OC(C)(C)C)CC1